[C@H]12CC(C[C@H](CC1)N2)N2C=CC1=C2N=NC(=C1)C1=C(C=C(C=C1)C=1C=NN(C1)C)O 2-(7-((1R,3s,5S)-8-azabicyclo[3.2.1]octan-3-yl)-7H-pyrrolo[2,3-c]pyridazin-3-yl)-5-(1-methyl-1H-pyrazol-4-yl)phenol